t-Pentyl-hydrazine tert-Butyl-(2S,4R)-2-(2-(3-chloro-2-fluorobenzoyl)hydrazine-1-carbonyl)-4-fluoropyrrolidine-1-carboxylate C(C)(C)(C)OC(=O)N1[C@@H](C[C@H](C1)F)C(=O)NNC(C1=C(C(=CC=C1)Cl)F)=O.C(C)(C)(CC)NN